C(C)(C)NC(C1=CC=C(C=C1)NC1=NC=C(C(=N1)NCC=1C(=NC=CC1)N(S(=O)(=O)C)C)C(F)(F)F)=O N-isopropyl-4-({4-[({2-[methyl(methylsulfonyl)amino]pyridin-3-yl}methyl)amino]-5-(trifluoromethyl)pyrimidin-2-yl}amino)benzamide